4-(2-(1-methylpiperidin-4-yl)ethyl)benzonitrile CN1CCC(CC1)CCC1=CC=C(C#N)C=C1